5-((1-(4-(2,4-Dimethylpiperazin-1-yl)-2-methoxyphenyl)-1H-imidazol-4-yl)amino)pyrazine-2-carbonitrile CC1N(CCN(C1)C)C1=CC(=C(C=C1)N1C=NC(=C1)NC=1N=CC(=NC1)C#N)OC